ClC1=CC=C(C=C1)[C@H]1C[C@@H](CO1)C1=NOC(=N1)CN1C=NC2=C(C1=O)C(=CC=N2)C 3-((3-((3R,5R)-5-(4-chlorophenyl)tetrahydro-furan-3-yl)-1,2,4-oxadiazol-5-yl)methyl)-5-methylpyrido[2,3-d]pyrimidin-4(3H)-one